1,2,4-trinitrobenzene [N+](=O)([O-])C1=C(C=C(C=C1)[N+](=O)[O-])[N+](=O)[O-]